(E)-3-hydroxy-6-(hydroxymethyl)-2-(2-(naphthalen-2-yl)vinyl)-4H-pyran-4-one OC1=C(OC(=CC1=O)CO)\C=C\C1=CC2=CC=CC=C2C=C1